N-((3-chloro-5-fluoropyridin-2-yl)methyl)-4-(5-(5-fluoro-2-methylpyridin-4-yl)-1H-pyrazole-3-carbonyl)-4-azaspiro[2.5]octane-7-carboxamide ClC=1C(=NC=C(C1)F)CNC(=O)C1CCN(C2(CC2)C1)C(=O)C1=NNC(=C1)C1=CC(=NC=C1F)C